1-(3,3-Dimethyl-2-oxo-butyl)-6-[3-(trifluoromethyl)phenyl]-3H-imidazo[4,5-b]pyridin-2-one CC(C(CN1C(NC2=NC=C(C=C21)C2=CC(=CC=C2)C(F)(F)F)=O)=O)(C)C